(S)-N-(4-methyl-3-(5-morpholino-6-((tetrahydro-2H-pyran-4-yl)oxy)pyridin-3-yl)phenyl)-3-(2,2,2-trifluoroethyl)pyrrolidine-1-carboxamide CC1=C(C=C(C=C1)NC(=O)N1C[C@@H](CC1)CC(F)(F)F)C=1C=NC(=C(C1)N1CCOCC1)OC1CCOCC1